COC1=C(C(=C(C(=C1)C)O)C)C 4-methoxy-2,3,6-trimethylphenol